C(C)OC(=O)[C@H]1[C@H]2CC([C@@H]([C@@H]1NC(=O)OCC1=CC=CC=C1)CC2)O (1R,2S,3S,4R)-3-(((benzyloxy)carbonyl)amino)-5-hydroxybicyclo[2.2.2]octane-2-carboxylic acid ethyl ester